1,2-bis[(4-chlorophenyl)methylideneamino]guanidine ClC1=CC=C(C=C1)C=NNC(=NN=CC1=CC=C(C=C1)Cl)N